3-bromo-2'-cyclopropyl-[1,1'-biphenyl]-4-amine BrC=1C=C(C=CC1N)C1=C(C=CC=C1)C1CC1